C1=NC(=CC2=C1NC1=CC=CC=C21)C(=O)[O-] 9H-pyrido[3,4-b]indole-3-carboxylate